4-{5-[4-(2-tert-butoxycarbonylamino-ethyl)-phenylcarbamoyl]-thiazol-2-yl}-3,6-dihydro-2H-pyridine-1-carboxylic acid tert-butyl ester C(C)(C)(C)OC(=O)N1CCC(=CC1)C=1SC(=CN1)C(NC1=CC=C(C=C1)CCNC(=O)OC(C)(C)C)=O